O1CCN(CC1)C=1C=C2CC(CC2=CC1)NC(C)=O N-(5-morpholino-2,3-dihydro-1H-inden-2-yl)acetamide